C1(=CC=CC=C1)C[C@@H](C)NC(O)=O.[N+](=O)([O-])C1=CC=CC=C1 4-Nitrobenzene (R)-(1-Phenylpropan-2-yl)carbamate